1,1,1,3,3,3-hexafluoropropane-2-ol FC(C(C(F)(F)F)O)(F)F